ClC=1C=C(OC2=CC=C(C=C2)C2N(C(C=3NN=C(C32)C3=CC=CC=2NC(OC23)=O)=O)CC(C)(F)F)C=C(C1)OC(F)(F)F (-)-7-[4-{4-[3-Chloro-5-(trifluoromethoxy)phenoxy]phenyl}-5-(2,2-difluoropropyl)-6-oxo-1,4,5,6-tetrahydropyrrolo[3,4-c]pyrazol-3-yl]-1,3-benzoxazol-2(3H)-one